NCC[C-]1C=CC=C1.[CH-]1C=CC=C1.[Fe+2] 2-aminoethylferrocene